CC1(CCC1)C(=O)N1CCNCC1 4-(1-methylcyclobutane-1-carbonyl)piperazin